N-(3-{6-oxo-4-[6-(3,3,3-trifluoropropoxy)pyridin-3-yl]-1,6-dihydropyrimidin-2-yl}-4-(trifluoromethyl)benzyl)isobutyramide O=C1C=C(N=C(N1)C=1C=C(CNC(C(C)C)=O)C=CC1C(F)(F)F)C=1C=NC(=CC1)OCCC(F)(F)F